C(C)OC(=O)C1=C(N=C(S1)NC1=NC(=CC(=N1)C1=CC=C(C=C1)C(N(C)C1CCCCC1)=O)N1CCC(CC1)O)C 2-[4-[4-(N-Cyclohexyl-N-methylcarbamoyl)-phenyl]-6-(4-hydroxy-piperidin-1-yl)-pyrimidin-2-ylamino]-4-methyl-5-thiazolecarboxylic acid ethyl ester